O1C(=CC=C1)C#CC1=NC(=NC(=N1)C(Cl)(Cl)Cl)C(Cl)(Cl)Cl 2-[2-(furan-2-yl)ethynyl]-4,6-bis(trichloromethyl)-s-triazine